C(=C)CCCCCC[NH-] vinylhexyl-Amide